Tert-butyl 8-(1-benzyl-3,3-difluoro-1,2,3,6-tetrahydropyridin-4-yl)-2,8-diazaspiro[4.5]decane-2-carboxylate C(C1=CC=CC=C1)N1CC(C(=CC1)N1CCC2(CCN(C2)C(=O)OC(C)(C)C)CC1)(F)F